C(#N)C(C)(C)C=1C=C(C(=O)NC2=CC(=C(C=C2)C)N2N=CC(=C2)C=2C=NC=CC2OCC2COC2)C=CC1 3-(2-cyanopropan-2-yl)-N-(4-methyl-3-(4-(4-(oxetan-3-ylmethoxy)pyridin-3-yl)-1H-pyrazol-1-yl)phenyl)benzamide